di(t-butyl-isopropyl)hexane C(C)(C)(C)C(C)(C)C(CCCCC)C(C)(C)C(C)(C)C